N1CC2(CC1)NC1=NC=CC=C1C=C2 spiro[1,8-naphthyridine-2,3'-pyrrolidin]